9-chloro-7-(5-fluoro-1H-indol-1-yl)-4-((4-methoxypyrimidin-5-yl)methyl)-2,3,4,5-tetrahydrobenzo[f][1,4]oxazepine ClC1=CC(=CC=2CN(CCOC21)CC=2C(=NC=NC2)OC)N2C=CC1=CC(=CC=C21)F